BrC1=CC=C2C=CC(=CC2=C1)NC(=O)N1CCN(CC1)C(=O)OC(C)(C)C tert-butyl 4-((7-bromonaphthalen-2-yl)carbamoyl)piperazine-1-carboxylate